ClC=1C(N(C=CC1)C=1C=NC(=CC1)F)=O 3-chloro-6'-fluoro-2H-[1,3'-bipyridin]-2-one